ClC1=C(C(=O)N2CC3CCC(C2)N3C3=C(C=CC(=C3)S(=O)(=O)N3CCC(CC3)C3=CC=CC=C3)N3CC(C3)N(C(OC(C)(C)C)=O)C)C=CC(=C1)F tert-butyl N-[1-[2-[3-(2-chloro-4-fluoro-benzoyl)-3,8-diazabicyclo[3.2.1]octan-8-yl]-4-[(4-phenyl-1-piperidyl)sulfonyl]phenyl]azetidin-3-yl]-N-methyl-carbamate